C(C)OC(=O)C1CN(C1)C1=CC(=C2C(C(=CN(C2=N1)C=1SC=CN1)C(=O)O)=O)C 7-[3-(ethoxycarbonyl)azetidin-1-yl]-5-methyl-4-oxo-1-(1,3-thiazol-2-yl)-1,4-dihydro-1,8-naphthyridine-3-carboxylic acid